(R)-6-chloro-5-methoxy-1-methyl-3-(1H-pyrazol-4-yl)-2-(5-(2,2,2-trifluoro-1-methoxyethyl)-4H-1,2,4-triazol-3-yl)-1H-pyrrolo[3,2-b]pyridine ClC=1C=C2C(=NC1OC)C(=C(N2C)C2=NN=C(N2)[C@H](C(F)(F)F)OC)C=2C=NNC2